1-(3-Fluoro-5-methoxypyridin-4-yl)-7-methoxy-3-methyl-8-(3-fluoro-1-methyl-1H-pyrazol-4-yl)-1,3-dihydroimidazo[4,5-c]-quinolin-2-one FC=1C=NC=C(C1N1C(N(C=2C=NC=3C=C(C(=CC3C21)C=2C(=NN(C2)C)F)OC)C)=O)OC